BrC=1C=C(C=CC1)N1N=NC(=C1)CN(C(OC(C)(C)C)=O)C tert-Butyl ((1-(3-bromophenyl)-1H-1,2,3-triazol-4-yl)methyl)(methyl)carbamate